BrC1=NN(C(=C1)C(N)C1=CC=CC=C1)COCC[Si](C)(C)C (3-bromo-1-((2-(trimethylsilyl)ethoxy)methyl)-1H-pyrazol-5-yl)(phenyl)methanamine